NC1=NC=C(C(=C1)C=1C=NC(=CC1)N1CCN(CC1)C(=O)OC(C)(C)C)OC1=C(C(=CC=C1)Cl)C(=O)OC tert-butyl 4-(2'-amino-5'-(3-chloro-2-(methoxycarbonyl)phenoxy)-[3,4'-bipyridyl]-6-yl)piperazine-1-carboxylate